(E)-2,7-dimethyl-4-(o-tolyl)oct-2,6-dienal C/C(/C=O)=C\C(CC=C(C)C)C1=C(C=CC=C1)C